N-(2,5-Difluorophenyl)-2-(((2-(trifluoromethyl)pyridin-4-yl)thio)methyl)-1H-benzo[d]imidazol-5-amine FC1=C(C=C(C=C1)F)NC1=CC2=C(NC(=N2)CSC2=CC(=NC=C2)C(F)(F)F)C=C1